C1(CCC(CC1)C(=O)OCCO)C(=O)OCC(CCCC)CC 2-ethylhexyl (2-hydroxyethyl) cyclohexane-1,4-dicarboxylate